C(C1=CC=CC=C1)OC1=CC=C(OCCOCCNN2CCOCC2)C=C1 N-(2-(2-(4-(benzyloxy)phenoxy)ethoxy)ethyl)aminomorpholine